1-[4,5-dichloro-2-(prop-2-en-1-yloxy)phenyl]-1-(1-methanesulfonylpiperidin-4-yl)methanamine ClC1=CC(=C(C=C1Cl)C(N)C1CCN(CC1)S(=O)(=O)C)OCC=C